(2E)- and (2Z)-hexenenitrile C(C=CCCC)#N